Cyclopropylylmethyl (2-amino-5-(thiophen-2-yl)phenyl)carbamate NC1=C(C=C(C=C1)C=1SC=CC1)NC(OC=C1CC1)=O